COC1=CC(=C(CC=2N=C(N(C2)C(=O)OCCC2CC(C2)OC(F)(F)F)Cl)C=C1OC)[N+](=O)[O-] 2-[(1s,3r)-3-(trifluoromethoxy)cyclobutyl]ethan-1-ol 4,5-dimethoxy-2-nitrobenzyl-2-chloro-1H-imidazole-1-carboxylate